ClC=1C=C(C=C(C1)B1OC(C(O1)(C)C)(C)C)[C@H]1N(CCOC1)C(=O)OC(C)(C)C tert-butyl (R)-3-(3-chloro-5-(4,4,5,5-tetramethyl-1,3,2-dioxaborolan-2-yl)phenyl)morpholine-4-carboxylate